methyl 3-[4-(4-fluorophenyl)-5-(4,4,5,5-tetramethyl-1,3,2-dioxaborolan-2-yl)-1,3-oxazol-2-yl]propanoate FC1=CC=C(C=C1)C=1N=C(OC1B1OC(C(O1)(C)C)(C)C)CCC(=O)OC